OCCN1C(=O)C=2C3CCC(C2C1=O)C3 N-(2-hydroxyethyl)-norbornene-2,3-dicarboximide